OC1=CC=C(C=C1)C1=CC=C(C=C1)C 4-(4-hydroxyphenyl)phenylmethane